tert-butyl-dimethyl-[[(2S)-pyrrolidin-2-yl]methoxy]silane C(C)(C)(C)[Si](OC[C@H]1NCCC1)(C)C